BrC=1C(=NN(C1)CC(F)(F)F)/C=C/C(=O)OCC ethyl (2E)-3-[4-bromo-1-(2,2,2-trifluoroethyl)-1H-pyrazol-3-yl]prop-2-enoate